C1(=CC=CC=C1)SC=1C(NC2=CC=CC=C2N1)=O 3-(phenylthio)quinoxalin-2(1H)-one